2-(adamantan-1-yl)-2-hydroxy-2-(5-methylthiophene-2-yl)-N-((4-methylmorpholin-2-yl)methyl)acetamide C12(CC3CC(CC(C1)C3)C2)C(C(=O)NCC2CN(CCO2)C)(C=2SC(=CC2)C)O